CC(C1=CC=CC=C1)(C)C1=C(C=CC(=C1)C(C1=CC=CC=C1)(C)C)O 2,4-Bis{α,α-dimethylbenzyl}phenol